3-benzyl-5-methyl-7-oxa-3-azabicyclo[4.1.0]heptane C(C1=CC=CC=C1)N1CC2OC2C(C1)C